C(C1=CC=CC=C1)NC(=O)C=1NC=C(C1)C1=NC(=NC=C1C(F)(F)F)NC1(CNCCC1)C N-benzyl-M-methyl-4-{2-[(piperidin-3-yl)amino]-5-(trifluoromethyl)pyrimidin-4-yl}-1H-pyrrole-2-carboxamide